1-(cyclobutylmethyl)-8-(ethyl(methyl)amino)-8-phenyl-1,3-diazaspiro[4.5]decan-2-one C1(CCC1)CN1C(NCC12CCC(CC2)(C2=CC=CC=C2)N(C)CC)=O